O1C(CCCC1)N1N=CC=C1C=1C=CC=2C=3C(C(=NC2C1)N)=NNN3 7-[1-(Oxan-2-yl)-1H-pyrazol-5-yl]-2H-[1,2,3]triazolo[4,5-c]quinolin-4-amine